thulium pentoxide [O-2].[O-2].[O-2].[O-2].[O-2].[Tm+3]